C1(CCCCC1)[C@@H](C(=O)N1CCN(CC1)C(=O)C=1N(C2=CC(=C(C(=C2C1)OCCOCCOCCOCCO)F)F)C)NC([C@H](C)NC)=O (S)-N-((S)-1-cyclohexyl-2-(4-(5,6-difluoro-4-(2-(2-(2-(2-hydroxyethoxy)ethoxy)ethoxy)ethoxy)-1-methyl-1H-indole-2-carbonyl)piperazin-1-yl)-2-oxoethyl)-2-(methylamino)propanamide